4,4-difluoro-3,3-dimethyl-1-(quinolin-3-yl)-3,4-dihydro-1H-2,1-benzothiazine 2,2-dioxide FC1(C(S(N(C2=C1C=CC=C2)C=2C=NC1=CC=CC=C1C2)(=O)=O)(C)C)F